C(C)(C)(C)OC(=O)N1CC(C1)C(=O)NC=1N=C(N(C1)C)C(=O)OCC ethyl 4-[1-(tert-butoxycarbonyl)azetidine-3-amido]-1-methylimidazole-2-carboxylate